BrC=1C=C(C=CC1N1C[C@@H](CC1)O[Si](C)(C)C(C)(C)C)S(=O)(=O)N(CC(=O)N1CCOCC1)C (R)-3-bromo-4-(3-((tert-butyldimethylsilyl)oxy)pyrrolidin-1-yl)-N-methyl-N-(2-morpholino-2-oxoethyl)benzenesulfonamide